NC1=CC(=C(C(=N1)C)CNC(=O)C=1C(=NN(C1)CC1=CC=C(C=C1)CN1C(C=CC=C1)=O)COC)C N-((6-amino-2,4-dimethylpyridin-3-yl)methyl)-3-(methoxymethyl)-1-(4-((2-oxopyridin-1(2H)-yl)methyl)benzyl)-1H-pyrazole-4-carboxamide